(3S,6R)-6-[5-(3,3,3-trifluoro-propoxy)-1,3,4-oxadiazol-2-yl]piperidin FC(CCOC1=NN=C(O1)[C@H]1CCCCN1)(F)F